2-((E)-(((E)-pyridin-4-ylmethylene)hydrazono)methyl)thiazole N1=CC=C(C=C1)\C=N\N=C\C=1SC=CN1